3',6'-dihydro-[2,4'-bipyridine]-1'(2'H)-carboxylic acid tert-butyl ester C(C)(C)(C)OC(=O)N1CCC(=CC1)C1=NC=CC=C1